C1(CC1)N1N=CC(=C1)C1=CC(=NC=C1)N(C(=O)[C@@H]1CC[C@H](CC1)CC(=O)O)CC12CCC(CC1)(CC2)C2=CC(=C(C=C2)OC)C trans-2-(4-((4-(1-Cyclopropyl-1H-pyrazol-4-yl)pyridin-2-yl)((4-(4-methoxy-3-methylphenyl)bicyclo[2.2.2]octan-1-yl)methyl)carbamoyl)cyclohexyl)acetic acid